methyl (1S,3R)-3-acetyl-2,2-dimethylcyclobutane-1-carboxylate C(C)(=O)[C@H]1C([C@H](C1)C(=O)OC)(C)C